1,3-propane-dithiol C(CCS)S